(1aR,5aR)-2-(2,4-Difluoro-phenyl)-1a,2,5,5a-tetrahydro-1H-2,3-diaza-cyclopropa[a]pentalene-4-carboxylic acid ((S)-2,2-dimethyl-1-pyridin-2-yl-propyl)-amide CC([C@@H](C1=NC=CC=C1)NC(=O)C=1C=2C[C@@H]3[C@H](C2N(N1)C1=C(C=C(C=C1)F)F)C3)(C)C